(R)-N-(2-(difluoromethoxy)-1-(3-(difluoromethoxy)phenyl)ethyl)-4,4-dimethyl-3-oxopentanamide FC(OC[C@@H](C1=CC(=CC=C1)OC(F)F)NC(CC(C(C)(C)C)=O)=O)F